O[C@H](CNC(C1=CC=C(C=C1)C(=O)N1C2COCC1CCC2)=O)[C@H]2N(CC1=CC(=CC=C1C2)OCC=2N(N=CC2)C)C(=O)OC(C)(C)C tert-butyl (3S)-3-[(1R)-1-hydroxy-2-[[4-(3-oxa-9-azabicyclo[3.3.1]nonane-9-carbonyl)benzoyl]amino]ethyl]-7-[(2-methylpyrazol-3-yl)methoxy]-3,4-dihydro-1H-isoquinoline-2-carboxylate